methyl 4-amino-7-iodo-1-(2-methylphenyl)-2-oxo-1,2-dihydroquinoline-3-carboxylate NC1=C(C(N(C2=CC(=CC=C12)I)C1=C(C=CC=C1)C)=O)C(=O)OC